4-(1-methanesulfonylethyl)phenol CS(=O)(=O)C(C)C1=CC=C(C=C1)O